FC(C=1C=C(C=CC1)C1(CC1)NC(OC(C(C)(C)N)C)=O)(F)F Methyl-(2-amino-2-methylpropyl) (1-(3-(trifluoromethyl)phenyl)cyclopropyl)-Carbamat